3-amino-N-(4-(6-aminohex-1-yn-1-yl)-3-(hydroxymethyl)phenyl)propanamide NCCC(=O)NC1=CC(=C(C=C1)C#CCCCCN)CO